2-(3-pyridyl)acetyl chloride hydrochloride Cl.N1=CC(=CC=C1)CC(=O)Cl